T-butyl-cumene C(C)(C)(C)C1=C(C=CC=C1)C(C)C